17-oxo-7-(9-((4,4,5,5,5-pentafluoropentyl)sulfinyl)nonyl)-7,8,9,11,12,13,14,15,16,17-decahydro-6H-cyclopenta[a]phenanthren-3-yl 2-(trifluoromethyl)morpholine-4-carboxylate FC(C1CN(CCO1)C(=O)OC=1C=CC=2C3CCC4C(CCC4C3C(CC2C1)CCCCCCCCCS(=O)CCCC(C(F)(F)F)(F)F)=O)(F)F